CC1N(CCCC1)C1=CC=CC=C1 methyl-phenylpiperidine